C(#N)C(C(=O)NCC(=O)O)=CC1=CC(=C(C(=C1)[N+](=O)[O-])O)O 2-(2-cyano-3-(3,4-dihydroxy-5-nitrophenyl)acrylamido)acetic acid